C(C)C(COC1=CC(=NC=C1)C=1N=C(C2=C(N1)CCC2)N(CC(=O)N[C@H]2[C@H](CCC2)O)C)(CC)OC2OCCCC2 2-((2-(4-(2-ethyl-2-((tetrahydro-2H-pyran-2-yl)oxy)butoxy)pyridin-2-yl)-6,7-dihydro-5H-cyclopenta[d]pyrimidin-4-yl)(methyl)amino)-N-((1R,2S)-2-hydroxycyclopentyl)acetamide